[Fe].C(CCC)N(C(S)=S)CCCC dibutyl-dithiocarbamic acid iron